6-pentyl-4-phenylquinolin C(CCCC)C=1C=C2C(=CC=NC2=CC1)C1=CC=CC=C1